C(CCCCCCCCCCCCCCCCCCCCCCCCCCCCC)(=O)OCCCCCCCCCCCCCCCCCCCCCCCCCCCC montanyl melissate